(3R,5R)-1-{2-[1-(cyclopropylmethyl)-1H-indol-2-yl]-7-methoxy-1-[(1-phenyl-1H-pyrazol-4-yl)methyl]-1H-1,3-benzodiazole-5-carbonyl}-5-fluoropiperidin-3-amine C1(CC1)CN1C(=CC2=CC=CC=C12)C1=NC2=C(N1CC=1C=NN(C1)C1=CC=CC=C1)C(=CC(=C2)C(=O)N2C[C@@H](C[C@H](C2)F)N)OC